COC1=NC=CC(=C1)N1C[C@H]2CC[C@@H](C1)C2NC2=NN1C([C@H](OCC1)C1=C(C(=C(C=C1)F)F)F)=N2 (8R)-N-[(1R,5S)-3-(2-methoxy-4-pyridinyl)-3-azabicyclo[3.2.1]oct-8-yl]-8-(2,3,4-trifluorophenyl)-6,8-dihydro-5H-[1,2,4]triazolo[5,1-c][1,4]oxazin-2-amine